BrC=1C=C2C(=CN=C(C2=C(C1)F)Cl)F 6-bromo-1-chloro-4,8-difluoro-isoquinoline